2-(3-methoxyoxetan-3-yl)-3-((2R,4S)-2-methylpiperidin-4-yl)pyridine COC1(COC1)C1=NC=CC=C1[C@@H]1C[C@H](NCC1)C